2-chloro-5-iodo-1,3-thiazole ClC=1SC(=CN1)I